(R)-1-cyclopropylethanamine C1(CC1)[C@@H](C)N